N-(2-((5-chloro-2-((2-methoxy-4-(4-(4-methylpiperazin-1-yl)piperidin-1-yl)phenyl)amino)pyrimidin-4-yl)amino)phenyl)-N-cyclopropylmethanesulfonamide ClC=1C(=NC(=NC1)NC1=C(C=C(C=C1)N1CCC(CC1)N1CCN(CC1)C)OC)NC1=C(C=CC=C1)N(S(=O)(=O)C)C1CC1